FC(C=1C(=NC(=NC1)O)O)(F)F 5-trifluoromethyl-2,4-dihydroxypyrimidine